[7-[4-(dipropylamino)butyl]-7-hydroxy-13-[(Z)-octadec-9-enoyl]oxytridecyl](Z)-octadec-9-enoate C(CC)N(CCCCC(CCCCCCOC(CCCCCCC\C=C/CCCCCCCC)=O)(CCCCCCOC(CCCCCCC\C=C/CCCCCCCC)=O)O)CCC